1,14-diamino-4,11-dioxatetradecane NCCCOCCCCCCOCCCN